C1(=CC=CC=C1)N1C(=CC=C1)C1=C(C=CC=C1)C(C)(C)O (S)-2-(2-(1-phenylpyrrol-2-yl)phenyl)propan-2-ol